(3S)-1-[(4,5-dichloro-1H-indol-2-yl)carbonyl]-N-methylpyrrolidine-3-carboxamide ClC1=C2C=C(NC2=CC=C1Cl)C(=O)N1C[C@H](CC1)C(=O)NC